(1R,2S,5R)-5-Methyl-2-(1-methylethyl)-cyclohexanol ethanoate C(C)(=O)O[C@H]1[C@@H](CC[C@H](C1)C)C(C)C